NC1=NC=CC(=C1Cl)OC1=C(C=C(C=C1)NC(=O)C=1C=NN(C1C(F)F)C)F N-(4-((2-amino-3-chloropyridin-4-yl)oxy)-3-fluorophenyl)-5-(difluoromethyl)-1-methyl-1H-pyrazole-4-carboxamide